3R-caraneamide [C@@H]12CC(CCC1C2(C)C)(C)C(=O)N